FC(C(=O)O)(F)F.N1C(CCCC1)C(=O)O piperidine-2-carboxylic acid (trifluoroacetate)